COC([C@](CC(C)C)(N1N=C(C=CC1=O)CCN(C)C)C)=O methyl-(S)-2-(3-(2-(dimethylamino)ethyl)-6-Oxopyridazin-1(6H)-yl)-4-methylpentanoic acid methyl ester